5,6-dichloro-4-methyl-2-cyclohexene ClC1C(C=CCC1Cl)C